(R)-methyl 6-((1-ethyl-1H-pyrazol-4-yl)sulfonyl)-1-(4-fluorophenyl)-4,4a,5,6,7,8-hexahydro-1H-pyrazolo[3,4-g]isoquinoline-4a-carboxylate C(C)N1N=CC(=C1)S(=O)(=O)N1C[C@]2(CC3=C(C=C2CC1)N(N=C3)C3=CC=C(C=C3)F)C(=O)OC